3-[4-[3-[2-[2-[2-(2-Aminoethoxy)ethoxy]ethoxy]ethoxy]propyl]-3-methyl-2-oxo-benzimidazol-1-yl]piperidine-2,6-dione NCCOCCOCCOCCOCCCC1=CC=CC=2N(C(N(C21)C)=O)C2C(NC(CC2)=O)=O